(1'R,2'R)-2,6-dihydroxy-N,5'-dimethyl-4-pentyl-2'-(prop-1-en-2-yl)-1',2',3',4'-tetrahydro-[1,1'-biphenyl]-3-carboxamide OC1=C(C(=CC(=C1C(=O)NC)CCCCC)O)[C@H]1[C@@H](CCC(=C1)C)C(=C)C